C1[C@@H]([C@H](O[C@H]1N2C=NC3=C2N=C(NC3=O)N)COP(=O)(O)O)O The molecule is a purine 2'-deoxyribonucleoside 5'-monophosphate having guanine as the nucleobase. It has a role as an Escherichia coli metabolite and a mouse metabolite. It is a purine 2'-deoxyribonucleoside 5'-monophosphate, a guanyl deoxyribonucleotide and a deoxyguanosine phosphate. It is a conjugate acid of a 2'-deoxyguanosine 5'-monophosphate(2-). It is an enantiomer of a 9-(2-deoxy-5-O-phosphono-beta-L-ribofuranosyl)guanine. It is a tautomer of a 2-amino-9-(2-deoxy-5-O-phosphono-beta-D-erythro-pentofuranosyl)-9H-purin-6-ol.